8-({1-[(1,1-dioxo-1λ6-thiomorpholin-2-yl)acetyl]azetidin-3-yl}oxy)-4,4-dihydroxy-5-oxa-4-boranuidabicyclo[4.4.0]deca-1(6),7,9-triene-7-carboxylic acid disodium salt [Na+].[Na+].O=S1(C(CNCC1)CC(=O)N1CC(C1)OC1=C(C=2O[B-](CCC2C=C1)(O)O)C(=O)O)=O.O=S1(C(CNCC1)CC(=O)N1CC(C1)OC1=C(C=2O[B-](CCC2C=C1)(O)O)C(=O)O)=O